(2-(hydroxymethyl)phenyl)boronic acid OCC1=C(C=CC=C1)B(O)O